1-(((S)-1-((R)-3-cyclobutyl-2-methylpropanoyl)-4-hydroxy-3,3-dimethylpiperidin-4-yl)methyl)-4-(2-fluorophenyl)-5-(piperazine-1-carbonyl)pyridin-2(1H)-one C1(CCC1)C[C@H](C(=O)N1CC([C@](CC1)(O)CN1C(C=C(C(=C1)C(=O)N1CCNCC1)C1=C(C=CC=C1)F)=O)(C)C)C